tert-butyl (2S,3S,5S)-2-fluoro-3-{[3-(6-hydroxy-3-methyl-4-oxoquinazolin-7-yl)-1,2,4-triazin-6-yl](methyl)amino}-8-azabicyclo[3.2.1]octane-8-carboxylate F[C@@H]1C2CC[C@@H](C[C@@H]1N(C)C1=CN=C(N=N1)C1=C(C=C3C(N(C=NC3=C1)C)=O)O)N2C(=O)OC(C)(C)C